6-chloro-N-methyl-N-(2,2,6,6-tetramethylpiperidin-4-yl)pyridazin-3-amine ClC1=CC=C(N=N1)N(C1CC(NC(C1)(C)C)(C)C)C